n-pentenamide C(C=CCC)(=O)N